C(C)(=O)OC1=C2N(N=CC1=O)[C@H]([C@@H]1N(C2=O)CCC1)[C@H](C1=CC=CC=C1)C1=C(C(=CC=C1)F)F (9aR,10S)-10-((R)-(2,3-difluorophenyl)(phenyl)methyl)-3,5-dioxo-3,5,8,9,9a,10-hexahydro-7H-pyrrolo[1',2':4,5]pyrazino[1,2-b]pyridazin-4-yl acetate